(2S,4R)-4-((tert-butyldimethylsilyl)oxy)-1-((S)-2-(4-(2-hydroxyethoxy)-1H-pyrazol-1-yl)-3-methylbutanoyl)-N-((S)-1-(4-(4-methylthiazol-5-yl)phenyl)ethyl)pyrrolidine-2-carboxamide [Si](C)(C)(C(C)(C)C)O[C@@H]1C[C@H](N(C1)C([C@H](C(C)C)N1N=CC(=C1)OCCO)=O)C(=O)N[C@@H](C)C1=CC=C(C=C1)C1=C(N=CS1)C